(1R,2S,3R,5R)-3-[4-amino-5-(1-benzylpyrazol-3-yl)pyrrolo[2,3-d]pyrimidin-7-yl]-5-(piperidin-4-yl)cyclopentane-1,2-diol NC=1C2=C(N=CN1)N(C=C2C2=NN(C=C2)CC2=CC=CC=C2)[C@H]2[C@@H]([C@@H]([C@H](C2)C2CCNCC2)O)O